C(C1=CC=CC=C1)(C1=CC=CC=C1)C1=CC(=CC=C1N)OC 6-benzhydryl-4-methoxyaniline